7-methyl-5-(5-methyl-2-(6-(4-methylpiperazin-1-yl)pyridin-3-ylamino)pyrimidin-4-ylamino)benzo[d]oxazol-2(3H)-one CC1=CC(=CC=2NC(OC21)=O)NC2=NC(=NC=C2C)NC=2C=NC(=CC2)N2CCN(CC2)C